C[C@@H]1COCCN1C1=NN2C(C(NC[C@@H]2C(C(F)(F)F)(F)F)=O)=C1 (R)-2-((R)-3-methylmorpholino)-7-(perfluoroethyl)-6,7-dihydropyrazolo[1,5-a]pyrazin-4(5H)-one